N1C=CC2=CC=CC=C12 Indol